CC=1C=C(C#N)C=CC1N1N=CC(=C1)C1=NNC2=C1N=C(N=C2)N2C1C(N(CC2CC1)C)=O 3-Methyl-4-(4-(5-(3-methyl-2-oxo-3,8-diazabicyclo[3.2.1]octan-8-yl)-1H-pyrazolo[4,3-d]pyrimidin-3-yl)-1H-pyrazol-1-yl)benzonitrile